N-[(4,6-dimethyl-2-oxo-1H-pyridin-3-yl)methyl]-3-methyl-6-[6-(4-methylpiperazin-1-yl)pyridin-3-yl]-1-propan-2-ylindole-4-carboxamide CC1=C(C(NC(=C1)C)=O)CNC(=O)C=1C=2C(=CN(C2C=C(C1)C=1C=NC(=CC1)N1CCN(CC1)C)C(C)C)C